2-{[(1E)-(2-hydroxy-3-nitrophenyl)methylene]amino}-4-methylphenol OC1=C(C=CC=C1[N+](=O)[O-])\C=N\C1=C(C=CC(=C1)C)O